ClC1=C(C=2N=C(N=C(C2C=N1)N1C[C@@](CCC1)(O)C)OC[C@H]1N(CCC1)C)F (3R)-1-[7-chloro-8-fluoro-2-[[(2S)-1-methylpyrrolidin-2-yl]methoxy]pyrido[4,3-d]pyrimidin-4-yl]-3-methyl-piperidin-3-ol